3,5,5-trimethylhex-anoate CC(CC(=O)[O-])CC(C)(C)C